COC=1C=C2C(=NC1)N(C(=C2)C2=NN(C1=NC(=NC(=C12)N)N)CC(C)(C)C)S(=O)(=O)C1=CC=CC=C1 3-(5-Methoxy-1-(phenylsulfonyl)-1H-pyrrolo[2,3-b]pyridin-2-yl)-1-neopentyl-1H-pyrazolo[3,4-d]pyrimidine-4,6-diamine